methyl ((E)-amino(5-((R)-1-((2S,4R)-1-((9,9-difluoro-9H-fluorene-3-carbonyl)glycyl)-4-fluoro-4-(fluoromethyl)pyrrolidine-2-carboxamido)ethyl)thiophen-3-yl)methylene)carbamate N\C(\C1=CSC(=C1)[C@@H](C)NC(=O)[C@H]1N(C[C@](C1)(CF)F)C(CNC(=O)C=1C=CC=2C(C3=CC=CC=C3C2C1)(F)F)=O)=N\C(OC)=O